4-Cyano-1-(2-(4-fluorophenyl)-2-oxoethyl)pyridin-1-ium bromide [Br-].C(#N)C1=CC=[N+](C=C1)CC(=O)C1=CC=C(C=C1)F